C(C)OC(C(C)C=1CC(C=CC1)(C1=CC2=CC=CC=C2C=C1)C1=C2CCN(CC2=CC=C1)C(C1=CC=C(C=C1)OC)=O)=O 3-(2-(4-Methoxybenzoyl)-1,2,3,4-tetrahydroisoquinolin-5-yl)-3-(2-naphthyl)phenylpropionic acid ethyl ester